C(C)(=O)N[C@@H](C(=O)N1[C@@H]([C@@H]2[C@H](C1)CCC2)C(=O)N[C@@H](C[C@H]2C(NCC2)=O)\C=C(\S(=O)(=O)C)/F)C2=CC=CC=C2 (1S,3aR,6aS)-2-((R)-2-acetamido-2-phenylacetyl)-N-((S,E)-4-fluoro-4-(methylsulfonyl)-1-((S)-2-oxopyrrolidin-3-yl)but-3-en-2-yl)octahydrocyclopenta[c]pyrrole-1-carboxamide